BrC=1C=C2C=C(N=NC2=CC1)Cl 6-bromo-3-chlorocinnoline